FC=1C=C2C=C(C=NC2=CC1F)NC1=NC(=NC=C1)NC1=CC2=C(OC(CN2C)CN(C)C)C=C1 N4-(6,7-difluoroquinolin-3-yl)-N2-(2-((dimethylamino)methyl)-4-methyl-3,4-dihydro-2H-benzo[b][1,4]oxazin-6-yl)pyrimidine-2,4-diamine